O=C1N(CCC(N1)=O)C1=CC=C(N=N1)CNC=1C=CC=C2CN(C(C12)=O)C(C(=O)NC=1SC=CN1)C1=C(C=CC(=C1)F)O 2-(7-(((6-(2,4-dioxotetrahydropyrimidin-1(2H)-yl)pyridazin-3-yl)methyl)amino)-1-oxoisoindolin-2-yl)-2-(5-fluoro-2-hydroxyphenyl)-N-(thiazol-2-yl)acetamide